3,6-dimethyloct-5-en-1-ol CC(CCO)CC=C(CC)C